(S)-5-((5-(3-fluoroimidazo[1,2-a]pyridin-6-yl)-7H-pyrrolo[2,3-d]pyrimidin-2-yl)amino)-1-methylpiperidin-2-one FC1=CN=C2N1C=C(C=C2)C2=CNC=1N=C(N=CC12)N[C@H]1CCC(N(C1)C)=O